[Ag]Br silver(I) bromide